2-(9-bromo-2,3-dimethyl-6H-indolo[2,3-b]quinoxalin-6-yl)-N,N-dimethylethanamine BrC1=CC2=C(C=C1)N(C1=NC3=CC(=C(C=C3N=C12)C)C)CCN(C)C